N-(3,5-difluoro-4-((6-(1-(hydroxymethyl)cyclopropoxy)-7-methoxy-1,5-naphthyridin-4-yl)oxy)phenyl)-4-methoxynicotinamide FC=1C=C(C=C(C1OC1=CC=NC2=CC(=C(N=C12)OC1(CC1)CO)OC)F)NC(C1=CN=CC=C1OC)=O